CC1=CC(=C(C=N1)C(=O)NC=1SC=2C(=NC=C(N2)C2=CC=NC=C2)N1)N1CCOC2(CC2)C1 6-methyl-4-{4-oxa-7-azaspiro[2.5]octan-7-yl}-N-[6-(pyridin-4-yl)-[1,3]thiazolo[4,5-b]pyrazin-2-yl]pyridine-3-carboxamide